4-ethyl-3-(4-methanesulfonylphenyl)-1-methyl-6-{4-[4-(propan-2-yl)piperazin-1-yl]phenyl}-1,2-dihydroquinolin-2-one C(C)C1=C(C(N(C2=CC=C(C=C12)C1=CC=C(C=C1)N1CCN(CC1)C(C)C)C)=O)C1=CC=C(C=C1)S(=O)(=O)C